CC1=C(OC2=CC=C(C=C2C1=O)C)N1CCCCC1 3,6-dimethyl-2-(1-piperidyl)chromen-4-one